CC1=C(C(=NO1)C1[C@H]2CN(C[C@@H]12)C(=O)OCCCC)C1=CC=CC=C1 butyl (1R,5S,6r)-6-(5-methyl-4-phenyl-1,2-oxazol-3-yl)-3-azabicyclo[3.1.0]hexane-3-carboxylate